2,6-dibromo-3,5-dihydroxybenzoic acid BrC1=C(C(=O)O)C(=C(C=C1O)O)Br